IC=1C=C(C=CC1)C1=NC(=CC(=N1)C1=CC=CC=C1)C1=CC=CC=C1 2-(3-iodophenyl)-4,6-diphenyl-pyrimidine